C(C1=CC=CC=C1)N1CCN(CC1)C1=CC=C(C=C1)C1=NC=2C(=NC=C(C2NC2CCN(CC2)C)Cl)N1 2-[4-(4-Benzylpiperazin-1-yl)phenyl]-6-chloro-N-(1-methylpiperidin-4-yl)-3H-imidazo[4,5-b]pyridin-7-amine